3-(4-acetylpiperazin-1-yl)-N-((3aR,4R,5R,7R,7aS)-2-(4-cyano-3-(trifluoromethyl)phenyl)-4,7-dimethyl-1,3-dioxooctahydro-1H-4,7-epoxyisoindol-5-yl)propenamide C(C)(=O)N1CCN(CC1)C=CC(=O)N[C@H]1[C@]2([C@@H]3C(N(C([C@@H]3[C@@](C1)(O2)C)=O)C2=CC(=C(C=C2)C#N)C(F)(F)F)=O)C